CC1(COC1)CN (3-methyl-oxetan-3-yl)methanamine